(2S)-2-[[(2R,4R)-2,4-dimethylazetidine-1-carbonyl]amino]-4-[2-propoxyethyl-[4-(5,6,7,8-tetrahydro-1,8-naphthyridin-2-yl)butyl]amino]butanoic acid C[C@H]1N([C@@H](C1)C)C(=O)N[C@H](C(=O)O)CCN(CCCCC1=NC=2NCCCC2C=C1)CCOCCC